C=1(C(=CC=CC1)C(=O)[O-])C.[Ca+2].C=1(C(=CC=CC1)C(=O)[O-])C calcium o-toluate